C1(=CC=C(C=C1)C(C(=O)O)(CCC(CCCC(=O)O)(C(=O)OCC)C(=O)OCC)C1=CC=CC=C1)C1=CC=CC=C1 2-([1,1'-Biphenyl]-4-yl)-5,5-bis(ethoxycarbonyl)-2-phenyl-azelaic acid